CO[Si](C1=CC=CC2=CC=CC=C12)(OC)OC trimethoxy(1-naphthyl)silane